C(C)(C=C)(CCC=C(C)C)CC(=O)O.BrCC1=CC(=CC=C1)S(=O)(=O)C(F)(F)F 1-(bromo-methyl)-3-(trifluoro-methyl-sulfonyl)benzene linalyl-acetate